4-(3-((5-fluoropyridin-3-yl)methoxy)-5-(3-(trifluoromethyl)azetidin-1-yl)pyridin-2-yl)-5-methyl-N-(3-(methylsulfonamido)phenyl)thiophene-2-carboxamide FC=1C=C(C=NC1)COC=1C(=NC=C(C1)N1CC(C1)C(F)(F)F)C=1C=C(SC1C)C(=O)NC1=CC(=CC=C1)NS(=O)(=O)C